pyrimidin-6(2H)-one N1CNC=CC1=O